1-(1-(2,5-bis(trifluoromethyl)phenyl)ethyl)piperidin-4-yl 3-((S)-1-cyclopropyl-3-methoxy-3-oxopropyl)benzoate C1(CC1)[C@H](CC(=O)OC)C=1C=C(C(=O)OC2CCN(CC2)C(C)C2=C(C=CC(=C2)C(F)(F)F)C(F)(F)F)C=CC1